2,6-dichloro-3-(oxetan-3-yl)pyridine ClC1=NC(=CC=C1C1COC1)Cl